C1CCC2=C(C=3CCCC3C=C12)NC(=O)N=S(=O)(NC(C1=CC=CC=C1)(C1=CC=CC=C1)C1=CC=CC=C1)C=1C=NN2C1OC(C2)C N'-((1,2,3,5,6,7-hexahydro-s-indacen-4-yl)carbamoyl)-2-methyl-N-trityl-2,3-dihydropyrazolo[5,1-b]oxazole-7-sulfonimidamide